4-[2-cyclopropyl-6-(6-{[(4S)-2,2-dimethyl-1,3-dioxolan-4-yl]methoxy}-1-oxo-3H-isoindol-2-yl)pyridin-4-yl]-3-(4-methyl-1,2,4-triazol-3-yl)benzonitrile C1(CC1)C1=NC(=CC(=C1)C1=C(C=C(C#N)C=C1)C1=NN=CN1C)N1C(C2=CC(=CC=C2C1)OC[C@@H]1OC(OC1)(C)C)=O